N-((S)-1-(2-fluoro-5-(4-isopropyl-5-(8-methyl-[1,2,4]triazolo[1,5-a]pyridin-6-yl)-1-((2-(trimethylsilyl)ethoxy)methyl)-1H-pyrazol-3-yl)phenyl)ethyl)-2-methyl-propane-2-sulfinamide FC1=C(C=C(C=C1)C1=NN(C(=C1C(C)C)C=1C=C(C=2N(C1)N=CN2)C)COCC[Si](C)(C)C)[C@H](C)NS(=O)C(C)(C)C